2-vinyl-4-ethylnaphthalene C(=C)C1=CC2=CC=CC=C2C(=C1)CC